[5-[[1-[2-(aminomethyl)-3,3-difluoro-allyl]-5-oxo-1,2,4-triazol-4-yl]methyl]-2-thienyl]-N,N-dimethyl-benzamide trifluoroacetate salt FC(C(=O)O)(F)F.NCC(CN1N=CN(C1=O)CC1=CC=C(S1)C1=C(C(=O)N(C)C)C=CC=C1)=C(F)F